OC[C@@H]([C@@H]([C@@H](CCCCCCCCCCCCCC)O)O)C(C(=O)N)CCCCCCC=CCCCCCCCC [(2S,3S,4R)-1,3,4-trihydroxyoctadecan-2-yl]octadec-9-enamide